1-(4-chloro-2-methoxyphenyl)-2-(1H-indol-3-yl)ethane-1,2-dione ClC1=CC(=C(C=C1)C(C(=O)C1=CNC2=CC=CC=C12)=O)OC